C12(CC(C1)C2)NC(C(=O)C=2C(=C(N(C2)C)C(=O)NC2=CC(=C(C=C2)F)C#N)C)=O 4-(2-(bicyclo[1.1.1]pent-1-ylamino)-2-oxoacetyl)-N-(3-cyano-4-fluorophenyl)-1,3-dimethyl-1H-pyrrole-2-carboxamide